1-(((1s,3s)-3-aminocyclohexyl)methyl)-2-butyl-7-isopropoxy-1H-imidazo[4,5]pyridazin-4-amine N[C@@H]1C[C@H](CCC1)CN1N(C=C(C2=C1N(C=N2)OC(C)C)N)CCCC